2-(3-ethylsulfonyl-5-trifluoromethylpyridin-2-yl)-3-methyl-6-trifluoromethyl-3H-imidazo[4,5-b]pyridine C(C)S(=O)(=O)C=1C(=NC=C(C1)C(F)(F)F)C1=NC=2C(=NC=C(C2)C(F)(F)F)N1C